amino-tri-ethylene glycol NC(COCCOCCO)O